ethyl 2-amino-3-cyano-4,5,6,7-tetrahydro-1-benzothiophene-6-carboxylate NC=1SC2=C(C1C#N)CCC(C2)C(=O)OCC